NC1=NC=NN2C1=C(C(=C2[C@@H](C)C2=CC(=NO2)C2=C(C=CC=C2)F)C#N)C=2C=NC(=NC2)C(F)(F)F 4-amino-7-{(1R)-1-[3-(2-fluorophenyl)-1,2-oxazol-5-yl]ethyl}-5-[2-(trifluoromethyl)pyrimidin-5-yl]pyrrolo[2,1-f][1,2,4]triazine-6-carbonitrile